8-(2-((2-(3,4-dichlorophenyl)acetamido)methyl)-4-(6,7-dihydro-5H-pyrrolo[1,2-a]imidazol-2-yl)phenoxy)octanoic acid ClC=1C=C(C=CC1Cl)CC(=O)NCC1=C(OCCCCCCCC(=O)O)C=CC(=C1)C=1N=C2N(C1)CCC2